C1(C=CC(N1C1=C(C=CC=C1)N1C(C=CC1=O)=O)=O)=O 1,2-bismaleimidobenzene